allyl (2R)-2-[[(2S,5R)-2-carbamoyl-3-methyl-7-oxo-1,6-diazabicyclo[3.2.1]oct-3-en-6-yl]oxy]-2-fluoro-acetate C(N)(=O)[C@H]1N2C(N([C@H](C=C1C)C2)O[C@@H](C(=O)OCC=C)F)=O